NC1CC(N(C1)C1=CC=C(C=C1)S(=O)(=O)N1CCN(CC1)C1=NC(=CC(=C1)C(F)(F)C=1CCOCC1)Cl)=O 4-Amino-1-[4-[4-[6-chloro-4-[3,6-dihydro-2H-pyran-4-yl(difluoro)methyl]-2-pyridyl]piperazin-1-yl]sulfonylphenyl]pyrrolidin-2-one